Cl.N[C@H]1[C@@H](COCC1)O (3s,4r)-4-aminooxan-3-ol hydrochloride